(S)-1-(4-(2,2,2-trifluoro-1-((4-(4-morpholino-1H-pyrrolo[3,2-c]pyridin-2-yl)phenyl)amino)ethyl)piperidin-1-yl)prop-2-en-1-one FC([C@@H](NC1=CC=C(C=C1)C1=CC=2C(=NC=CC2N1)N1CCOCC1)C1CCN(CC1)C(C=C)=O)(F)F